C(#N)[C@@H](CC=1C(NC2=CC=C(C=C2C1)C)=O)NC(=O)C1[C@@H]2C(C2CN1C(=O)[C@@H](C(C)(C)C)NC(OC(C)C)=O)(C)C Isopropyl N-[(1R)-1-[(1S)-2-[[(1R)-1-cyano-2-(6-methyl-2-oxo-1H-quinolin-3-yl)ethyl]carbamoyl]-6,6-dimethyl-3-azabicyclo[3.1.0]hexane-3-carbonyl]-2,2-dimethyl-propyl]carbamate